CCC(=O)OC(C(C)C)OP(=O)(CCCCC1=CC=CC=C1)CC(=O)N2C[C@@H](C[C@H]2C(=O)[O-])C3CCCCC3.[Na+] The molecule is the sodium salt of fosinopril. It is used for the treatment of hypertension and heart failure. A pro-drug, its phosphinate ester group is hydrolysed in vivo to give the corresponding phosphininc acid, fosinoprilat, which is the active metabolite. It has a role as an EC 3.4.15.1 (peptidyl-dipeptidase A) inhibitor, a prodrug and an antihypertensive agent. It contains a fosinopril(1-).